3-bromo-1-(2,6-difluorobenzyl)-1H-pyrazolo[4,3-c]pyridine BrC1=NN(C2=C1C=NC=C2)CC2=C(C=CC=C2F)F